BrC1=CC(=C(C(=C1)C)N1N=C2C(N=C(NC2=O)N2CCCC2)=N1)C 2-(4-bromo-2,6-dimethylphenyl)-5-(pyrrolidin-1-yl)-2,6-dihydro-7H-[1,2,3]triazolo[4,5-d]pyrimidin-7-one